C1(CC1)CN1C=2C3=CN=C(C(OCC4=CC(=CC=C4C4=NN(C=C4CC2C=N1)C)F)=C3)N 3-(cyclopropylmethyl)-16-fluoro-10-methyl-20-oxa-3,4,10,11,23-pentaazapentacyclo[19.3.1.02,6.08,12.013,18]pentacosa-1(24),2(6),4,8,11,13,15,17,21(25),22-decaen-22-amine